beta-ketoethyl-CoA O=CCSCCNC(CCNC([C@@H](C(COP(OP(OC[C@@H]1[C@H]([C@H]([C@@H](O1)N1C=NC=2C(N)=NC=NC12)O)OP(=O)(O)O)(=O)O)(=O)O)(C)C)O)=O)=O